N(=[N+]=[N-])[C@@H]1C[C@H](O[Si](C)(C)C(C)(C)C)O[C@@H]([C@H]1O)CO 3-Azido-2,3-dideoxy-1-O-(tert-butyldimethylsilyl)-β-D-arabino-hexopyranose